C1(CC1)C=1C(=CC(=C(C(=O)NS(=O)(=O)C)C1)F)COCC1(CCN(CC1)C(CC)C1=CC(=CC(=C1)Cl)Cl)F 5-cyclopropyl-4-(((1-(1-(3,5-dichlorophenyl)propyl)-4-fluoropiperidin-4-yl)methoxy)methyl)-2-fluoro-N-(methylsulfonyl)benzamide